2,2-dimethyl-thiazolidine barium-zinc-silicon-aluminum-vanadium [V].[Al].[Si].[Zn].[Ba].CC1(SCCN1)C